2-propyldimethylvaleronitrile C(CC)C(C#N)(C(CC)C)C